C(C)(C)(C)C=1C=C(N(N1)C)NC(NC=1SC(=CN1)CCC1=CC(=NC=C1)NC(C)=O)=O N-[4-(2-{2-[3-(5-tert-Butyl-2-methyl-2H-pyrazol-3-yl)-ureido]-thiazol-5-yl}-ethyl)-pyridin-2-yl]-acetamide